methyl 3-(cyanomethyl)-2-methoxybenzoate C(#N)CC=1C(=C(C(=O)OC)C=CC1)OC